3,5-dibromo-4-methoxy-benzaldehyde BrC=1C=C(C=O)C=C(C1OC)Br